FC(SC=1C=NC=C(C1)C1=CC=CC=C1)F 3-Difluoromethylthio-5-PHENYLPYRIDINE